trans-(1R,2R)-2-[tert-butyl(dimethyl)silyl]oxycyclohexanamine [Si](C)(C)(C(C)(C)C)O[C@H]1[C@@H](CCCC1)N